1-(2-fluoro-4-((tetrahydrofuran-3-yl)oxy)phenyl)ethan-1-ol tetrakis(3-ethoxypropyl)9H-carbazole-1,2,3,4-tetracarboxylate C(C)OCCCC=1C(=C(C(=C2C=3C(=C(C(=C(C3NC12)C(=O)O)C(=O)O)C(=O)O)C(=O)O)CCCOCC)CCCOCC)CCCOCC.FC1=C(C=CC(=C1)OC1COCC1)C(C)O